5-(4-(4-((5-cyclopropyl-3-(2-(trifluoromethoxy)phenyl)isoxazol-4-yl)methoxy)-3,3-difluoropiperidin-1-yl)phenyl)isoxazol-3(2H)-one C1(CC1)C1=C(C(=NO1)C1=C(C=CC=C1)OC(F)(F)F)COC1C(CN(CC1)C1=CC=C(C=C1)C1=CC(NO1)=O)(F)F